FC1=C(C=C(C(=C1)C=1C(=NNC1)F)F)C1=CC2=C(N=N1)N=C(S2)N(C2CCNCC2)C 3-[2,5-difluoro-4-(3-fluoro-1H-pyrazol-4-yl)phenyl]-N-methyl-N-(piperidin-4-yl)[1,3]thiazolo[4,5-c]pyridazin-6-amine